(3aR,6aS)-5-(4-(4,4,5,5-tetramethyl-1,3,2-dioxaborolan-2-yl)phenyl)hexahydro-1H-furo[3,4-c]pyrrole CC1(OB(OC1(C)C)C1=CC=C(C=C1)N1C[C@@H]2[C@H](C1)COC2)C